(E)-3-(dimethylamino)-N-((1,2,3,5,6,7-hexahydro-s-indacen-4-yl)carbamoyl)-N'-methylprop-1-ene-1-sulfonimidamide CN(C/C=C/S(=O)(NC(NC1=C2CCCC2=CC=2CCCC12)=O)=NC)C